C[C@@H]1CN(CC[C@@H]1NC1=NN2C(C=NC(=C2OCC2(CCC2)C(F)(F)F)C=2C=NNC2)=N1)S(=O)(=O)C N-((3R,4S)-3-Methyl-1-(methylsulfonyl)piperidin-4-yl)-6-(1H-pyrazol-4-yl)-5-((1-(trifluoromethyl)cyclobutyl)methoxy)-[1,2,4]triazolo[1,5-a]pyrazin-2-amine